(1R,4R,7R)-2-(2-{6-[4-(aminomethyl)phenyl]-1-(cyclopropylmethyl)-1H-pyrrolo[2,3-b]pyridin-2-yl}-7-methoxy-1-methyl-1H-1,3-benzodiazole-5-carbonyl)-2-azabicyclo[2.2.1]heptan-7-amine NCC1=CC=C(C=C1)C1=CC=C2C(=N1)N(C(=C2)C2=NC1=C(N2C)C(=CC(=C1)C(=O)N1[C@@H]2CC[C@H](C1)[C@H]2N)OC)CC2CC2